B(O)(O)O.B(O)(O)O.B(O)(O)O.ON(C(N(F)O)=N)F dihydroxy-difluoro-guanidine triborate